NC1=NC=CC=C1C1=NC=2C(=NC(=CC2)OC2CC2)N1C=1C=C2CC[C@@H](C2=CC1)NC1CCN(CC1)C(C=C)=O 1-(4-{[(1S)-5-[2-(2-aminopyridin-3-yl)-5-cyclopropoxyimidazo[4,5-b]pyridin-3-yl]-2,3-dihydro-1H-inden-1-yl]amino}piperidin-1-yl)prop-2-en-1-one